ClC1=C(OCC=2C=C(OC3CCN(CC3)CC3=NC4=C(N3CC3=CN=CO3)C=C(C=C4)C(=O)O)C=CC2)C=CC(=C1)Cl 2-((4-(3-((2,4-Dichlorophenoxy)methyl)phenoxy)piperidin-1-yl)methyl)-1-(oxazol-5-ylmethyl)-1H-benzo[d]imidazole-6-carboxylic acid